8-(3-(5-(4-(cyclopropylamino)-5-(trifluoromethyl)pyrimidin-2-ylamino)isoindoline-2-carbonyl)-4-fluorobenzyl)-1,2,3,4-tetrahydropyrido[3,2-d]pyridazin-5(6H)-one C1(CC1)NC1=NC(=NC=C1C(F)(F)F)NC=1C=C2CN(CC2=CC1)C(=O)C=1C=C(CC=2C3=C(C(NN2)=O)CCCN3)C=CC1F